2-octyldodecyl 2-methyl-12-(6-((2-octyldodecyl) oxy)-6-oxohexyl)-7-oxo-8-oxa-2,6,12-triazaoctadecan-18-oate CN(C)CCCNC(OCCCN(CCCCCC(=O)OCC(CCCCCCCCCC)CCCCCCCC)CCCCCC(=O)OCC(CCCCCCCCCC)CCCCCCCC)=O